5,7-difluoro-1-benzofuran-3-yl trifluoromethanesulfonate FC(S(=O)(=O)OC1=COC2=C1C=C(C=C2F)F)(F)F